C(C)C=1C=NN2C1NC(=CC2=O)C(=O)NN 3-ethyl-7-oxo-4,7-dihydropyrazolo[1,5-a]pyrimidine-5-carbohydrazide